C(C)C1=CC=CC(=C1O)C 2-Ethyl-6-cresol